1-(3-(4-amino-3-(4-phenoxyphenyl)-1H-pyrazolo[3,4-d]pyrimidin-1-yl)piperidin-1-yl)prop-2-yn-1-one NC1=C2C(=NC=N1)N(N=C2C2=CC=C(C=C2)OC2=CC=CC=C2)C2CN(CCC2)C(C#C)=O